[N+](=O)([O-])C=1C=C(C=CC1)C=1CCN(CC1)C(=O)OC(C)(C)C tert-butyl 4-(3-nitrophenyl)-3,6-dihydropyridine-1(2H)-carboxylate